1-[(2S)-4-(4-amino-7-methyl-5-{4-[(6-methylpyridin-2-yl)oxy]phenyl}-7H-pyrrolo[2,3-d]pyrimidin-6-yl)-2-methylpyrrolidin-1-yl]prop-2-en-1-one NC=1C2=C(N=CN1)N(C(=C2C2=CC=C(C=C2)OC2=NC(=CC=C2)C)C2C[C@@H](N(C2)C(C=C)=O)C)C